ClC1=C(C=CC=C1Cl)SC1=CN=C2C(=N1)NC(=N2)N2CCC1(CCC[C@H]1N)CC2 (R)-8-(6-((2,3-dichlorophenyl)thio)-1H-imidazo[4,5-b]pyrazin-2-yl)-8-azaspiro[4.5]decan-1-amine